COC1=C(C=C(C2=C1OC(=CC2=O)C3=CC=CC=C3)O)O The molecule is a dihydroxy- and monomethoxy-flavone in which the hydroxy groups are positioned at C-5 and C-7 and the methoxy group is at C-8. It has a role as a cyclooxygenase 2 inhibitor, an antineoplastic agent, an angiogenesis inhibitor and a plant metabolite. It is a dihydroxyflavone and a monomethoxyflavone. It is a conjugate acid of a wogonin(1-).